ClC1=NC=C(C=C1NC(=O)C1CC2(CC(C2)NC(=O)C=2OC(=CC2)S(=O)(=O)C)C1)Cl N-[6-[(2,5-dichloro-3-pyridinyl)carbamoyl]spiro[3.3]heptane-2-yl]-5-methylsulfonyl-furan-2-carboxamide